N1-(3-fluoro-4-methoxyphenyl)-5-methoxy-2-methylbenzene-1,3-diamine FC=1C=C(C=CC1OC)NC1=C(C(=CC(=C1)OC)N)C